CN1C(C=NC2=CC=CC=C12)=O N-methyl-quinoxalin-2(1H)-one